tert-butyl (2-(2-(2-((tert-butyldimethylsilyl) oxy) benzyl) phenyl)-2-hydroxyethyl)carbamate [Si](C)(C)(C(C)(C)C)OC1=C(CC2=C(C=CC=C2)C(CNC(OC(C)(C)C)=O)O)C=CC=C1